O1C=NC2=C1C=C(C=C2)\C=C/2\C(NC(N2)=S)=O (5Z)-5-(1,3-benzoxazol-6-ylmethylene)-2-thioxo-imidazolidin-4-one